(3R)-3-amino-5-[(4-chlorophenyl)methyl]-1,1-dioxo-7-(5-phenyl-1,3,4-oxadiazol-2-yl)-2,3-dihydro-1lambda6,5-benzothiazepin-4-one N[C@H]1CS(C2=C(N(C1=O)CC1=CC=C(C=C1)Cl)C=C(C=C2)C=2OC(=NN2)C2=CC=CC=C2)(=O)=O